C(C)C1(CC(=NO1)C1[C@H]2CN(C[C@@H]12)C(=O)OC(C)(C)C)C tert-butyl (1R,5S,6r)-6-(5-ethyl-5-methyl-4,5-dihydro-1,2-oxazol-3-yl)-3-azabicyclo[3.1.0]hexane-3-carboxylate